tert-butyl 3-bromo-1-tetrahydropyran-2-yl-pyrazolo[4,3-b]indole-4-carboxylate BrC1=NN(C2=C1N(C=1C=CC=CC21)C(=O)OC(C)(C)C)C2OCCCC2